C(CCC)C1=NC=2C(=C(N=NC2N)NCCCC=2OC=CC2)N1CC1=CC=C(C=C1)OC 2-butyl-N7-(3-(furan-2-yl)propyl)-1-(4-methoxybenzyl)-1H-imidazo[4,5-d]pyridazine-4,7-diamine